CC1=C(C(=O)OC(CN2N=CN=C2)(C2(CC2)OC2=C(C=C(C=C2F)Cl)F)C2=C(C=C(C=C2)F)F)C=CC(=C1)[C@H](C)N 1-(2,4-difluorophenyl)-2-(1H-1,2,4-triazol-1-yl)-1-[1-(4-chloro-2,6-difluorophenoxy)cyclopropyl]ethanol (S)-methyl-4-(1-aminoethyl)benzoate